2-(3-bromo-4-chloro-5-fluorophenyl)-2-phenyloxirane BrC=1C=C(C=C(C1Cl)F)C1(OC1)C1=CC=CC=C1